2-{[7-(8-chloronaphthalen-1-yl)-4-[(1R,5S)-3,8-diazabicyclo[3.2.1]octan-3-yl]-8-fluoropyrido[4,3-d]pyrimidin-2-yl]oxy}-N-[3-(3-cyclopropyl-1,2,4-triazol-1-ylsulfonyl)phenyl]acetamide ClC=1C=CC=C2C=CC=C(C12)C1=C(C=2N=C(N=C(C2C=N1)N1C[C@H]2CC[C@@H](C1)N2)OCC(=O)NC2=CC(=CC=C2)S(=O)(=O)N2N=C(N=C2)C2CC2)F